methyl 3-bromo-4-((4-methoxybenzyl)oxy)benzoate BrC=1C=C(C(=O)OC)C=CC1OCC1=CC=C(C=C1)OC